Cl.C(C)OC(C(C(C)N)O)=O.C(C)(C)(C)C1=CC(=CC(=C1O)C(C)(C)C)C 2,6-di-t-butyl-p-cresole ethyl-3-amino-2-hydroxybutyrate hydrochloride